BrC=1C(=C(C(=NC1)N)CCOC)CCOC 5-bromo-bis(2-methoxyethyl)pyridin-2-amine